2,4-Dihydroxy-1,1,3,3-tetramethylcyclobutan OC1C(C(C1(C)C)O)(C)C